isopropyl 4-(((3r,6s)-6-methylpiperidin-3-yl) amino)-7H-pyrrolo[2,3-d]pyrimidine-5-carboxylate C[C@H]1CC[C@H](CN1)NC=1C2=C(N=CN1)NC=C2C(=O)OC(C)C